N[C@H]1[C@@H]2N(C[C@H]1CC2)C(=O)C2=CC1=C(N(C(=N1)C1=CC3=C4N1[C@H](CNC4=CC=C3C#N)C3CC3)C)C(=C2)F (S)-5-(5-((1R,4R,7R)-7-amino-2-azabicyclo[2.2.1]heptane-2-carbonyl)-7-fluoro-1-methyl-1H-benzo[d]imidazol-2-yl)-3-cyclopropyl-2,3-dihydro-1H-pyrrolo[1,2,3-de]quinoxaline-7-carbonitrile